(2r,3s)-2-methyl-3-((methylsulfonyl)methyl)azetidin-1-amine C[C@H]1N(C[C@@H]1CS(=O)(=O)C)N